Tert-butyl 3-cyclopropyl-5-{2-[1-(4-fluoro-3-methylphenyl)pyrazol-4-yl]propanamido}pyrazole-1-carboxylate C1(CC1)C1=NN(C(=C1)NC(C(C)C=1C=NN(C1)C1=CC(=C(C=C1)F)C)=O)C(=O)OC(C)(C)C